(S)-5-cyclopropyl-1-(5-((3-methylpiperazin-1-yl)methyl)pyrazolo[1,5-a]pyridin-3-yl)pyrimidine-2,4(1H,3H)-dione C1(CC1)C=1C(NC(N(C1)C=1C=NN2C1C=C(C=C2)CN2C[C@@H](NCC2)C)=O)=O